O1[C@@H](CC1)CN1C(=NC=2C1=NC=CC2)[C@H](C)N2CCC(CC2)C2=NC(=CC=C2)OCC2=CC=C1C=NN(C1=C2)CC(F)(F)F 3-(((S)-oxetan-2-yl)methyl)-2-((S)-1-(4-(6-((1-(2,2,2-triFluoroethyl)-1H-indazol-6-yl)methoxy)pyridin-2-yl)piperidin-1-yl)ethyl)-3H-imidazo[4,5-b]pyridine